(R)-N-(2-hydroxy-2-phenylethyl)-N-(4-nitrophenethyl)nitrous amide O[C@@H](CN(N=O)CCC1=CC=C(C=C1)[N+](=O)[O-])C1=CC=CC=C1